NC(C(C)(C)NC(=O)C1=C(OC2=C1C=C(C=C2)OCC2=CN=C(S2)C)C)=O N-(1-amino-2-methyl-1-oxopropan-2-yl)-2-methyl-5-((2-methylthiazol-5-yl)methoxy)benzofuran-3-carboxamide